C[C@@H](N)CC1=CNC2=CC=CC=C12 (R)-alpha-methyltryptamine